O[C@H]1[C@@H]([C@H](C=C2CC[C@H]3[C@@H]4CCC5([C@@]4(C)CC([C@@H]3[C@@]12C)=O)OCCO5)N(C)C)O 1α,2β-Dihydroxy-3α-dimethylamino-17,17-(ethylenedioxy)-androst-4-en-11-one